FC=1C=C(C=NC1)C=1C(=NN(C(C1)=O)CC(=O)NC1=NC=C(C=N1)F)C(C)C 2-[4-(5-fluoropyridin-3-yl)-6-oxo-3-propan-2-ylpyridazin-1-yl]-N-(5-fluoropyrimidin-2-yl)acetamide